(S)-N-(2-((4-(6-((cis)-2,6-dimethylmorpholino)pyridin-2-yl)thiazol-2-yl)amino)-2-oxoethyl)-3-(hydroxymethyl)-3-methyl-2,3-dihydrobenzofuran-5-carboxamide C[C@@H]1O[C@@H](CN(C1)C1=CC=CC(=N1)C=1N=C(SC1)NC(CNC(=O)C=1C=CC2=C([C@@](CO2)(C)CO)C1)=O)C